1-(3-hydroxypropyl)quinoxaline-2,3(1H,4H)-dione OCCCN1C(C(NC2=CC=CC=C12)=O)=O